5-(4-chlorophenyl)-N-phenyl-1,3,4-thiadiazol-2-amine ClC1=CC=C(C=C1)C1=NN=C(S1)NC1=CC=CC=C1